chloro-N-methyl-[2,2'-bipyridine] ClC1=C(N(CC=C1)C)C1=NC=CC=C1